CC1(C2=C(CN(CC1)CCC(=O)N1CCC3=CC=CC=C13)C=C(C=C2)C2=CC=C(C=C2)C(F)(F)F)C 3-(5,5-dimethyl-8-(4-(trifluoromethyl)phenyl)-1,3,4,5-tetrahydro-2H-benzo[c]azepin-2-yl)-1-(indolin-1-yl)propan-1-one